C(=O)[C@@H]1CC[C@H](CC1)C(=O)OC(C)(C)C trans-tert-butyl 4-formylcyclohexanecarboxylate